tert-butyl (S)-(2-((3-bromo-5-(4-fluorobenzyl)pyridinyl)oxy)-1-cyclohexylethyl)carbamate BrC=1C(=NC=C(C1)CC1=CC=C(C=C1)F)OC[C@H](C1CCCCC1)NC(OC(C)(C)C)=O